FCC12OCC(C1)(C2)C=2N=C1N(C=C(C(=N1)OC(C)C)C(=O)O)C2 2-[1-(fluoromethyl)-2-oxabicyclo[2.1.1]hex-4-yl]-7-isopropoxy-imidazo[1,2-a]pyrimidine-6-carboxylic acid